C(C1=CC=CC=C1)OC1=C2N=CC=NC2=C(C=C1Br)C1=CC=C(C=C1)OC(F)(F)F 5-(benzyloxy)-6-bromo-8-(4-(trifluoromethoxy)phenyl)quinoxaline